(S)-2-Methylpentan CC(C)CCC